glycerol sulfate sodium salt [Na+].S(=O)(=O)([O-])OCC(O)CO